tert-butyl (3S,4S)-3-((4-(6-cyclopropyl-7-(methoxy-d3)imidazo[1,2-b]pyridazin-3-yl)pyrimidin-2-yl)amino)-4-fluoropiperidine-1-carboxylate C1(CC1)C=1C(=CC=2N(N1)C(=CN2)C2=NC(=NC=C2)N[C@H]2CN(CC[C@@H]2F)C(=O)OC(C)(C)C)OC([2H])([2H])[2H]